(2s,5s)-4-(6-cyano-1-methyl-2-oxo-1,2-dihydro-1,5-naphthyridin-4-yl)-2-(methoxymethyl)-5-methylpiperazine-1-carboxylic acid tert-butyl ester C(C)(C)(C)OC(=O)N1[C@@H](CN([C@H](C1)C)C1=CC(N(C2=CC=C(N=C12)C#N)C)=O)COC